FC=1OC2=C(N1)C=CC=C2 fluorobenzo[d]oxazol